methyl 3-[5,7-difluoro-2-(4-fluorophenyl)-1H-indol-3-yl]butanoate FC=1C=C2C(=C(NC2=C(C1)F)C1=CC=C(C=C1)F)C(CC(=O)OC)C